1-chloro-2-(cyclopropylmethoxy)-4-fluoro-5-nitrobenzene ClC1=C(C=C(C(=C1)[N+](=O)[O-])F)OCC1CC1